S(=O)(=O)(O)C1=CC=C(C)C=C1.C(C1=CC=CC=C1)NC([C@@H](C)N1C(C(CC1=O)N(C)C)=O)=O (2R)-N-benzyl-2-(3-(dimethylamino)-2,5-dioxopyrrolidin-1-yl)propanamide tosylate